Sodium (1Z)-2-(dimethoxymethyl)-3-methoxy-3-oxoprop-1-en-1-ol COC(/C(=C/O)/C(=O)OC)OC.[Na]